tert-butyl (3S,4R)-3-fluoro-4-((2-(3-((4-iodo-2H-spiro[benzofuran-3,1'-cyclopropane]-7-yl)amino)prop-1-yn-1-yl)-1-(2,2,2-trifluoroethyl)-1H-indol-4-yl)amino)piperidine-1-carboxylate F[C@H]1CN(CC[C@H]1NC1=C2C=C(N(C2=CC=C1)CC(F)(F)F)C#CCNC1=CC=C(C2=C1OCC21CC1)I)C(=O)OC(C)(C)C